[Si](OCCCCCCCC)(OCCCCCCCC)(OCCCCCCCC)OCCCCCCCC tetraoctyl silicate